tert-butyl-(S)-3-methylpiperazine-1-carboxylate C(C)(C)(C)OC(=O)N1C[C@@H](NCC1)C